C(C)(C)(C)[C@@H](N)C(=O)O d-α-tert-butylglycine